7-(4-chloro-2-fluoro-phenyl)-N-ethyl-N-methyl-5-[(2S,6R)-2-(1-cyclopropylpyrazol-4-yl)-6-methyl-morpholin-4-yl]thiazolo[4,5-d]pyrimidin-2-amine ClC1=CC(=C(C=C1)C=1C2=C(N=C(N1)N1C[C@@H](O[C@@H](C1)C)C=1C=NN(C1)C1CC1)N=C(S2)N(C)CC)F